1-(1,3-thiazole-4-carbonyl)-1H-pyrazol-5-amine S1C=NC(=C1)C(=O)N1N=CC=C1N